tert-butyl((6-(1-isopropyl-4-(trifluoromethyl)-1H-imidazol-2-yl)pyridin-3-yl)methyl)carbamate C(C)(C)(C)OC(NCC=1C=NC(=CC1)C=1N(C=C(N1)C(F)(F)F)C(C)C)=O